IC1=C(C=CC(=C1)OCC1=CC=C(C=C1)OC)[N+](=O)[O-] 2-Iodo-4-((4-methoxybenzyl)oxy)-1-nitrobenzene